C1(=CC=CC=C1)S(=O)(=O)C[C@H](O)C1=CC=C(C=C1)OC R-2-benzenesulfonyl-1-(4-methoxyphenyl)ethanol